((4R,5R)-5-(2,4-dichlorophenyl)-2-phenyl-1,3-dioxolan-4-yl)methyl sulfamate S(N)(OC[C@H]1OC(O[C@@H]1C1=C(C=C(C=C1)Cl)Cl)C1=CC=CC=C1)(=O)=O